4-methyl-1,4-benzoxazin CN1C=COC2=C1C=CC=C2